FC1=C(C=CC=C1F)[C@H]([C@H]1[C@@H]2N(C(C=3N1N=CC(C3OCC=3OC(OC3C)=O)=O)=O)CCC2)C2=CC=CC=C2 (9aR,10S)-10-((R)-(2,3-difluorophenyl)(phenyl)methyl)-4-((5-methyl-2-oxo-1,3-dioxol-4-yl)methoxy)-8,9,9a,10-tetrahydro-7H-pyrrolo[1',2':4,5]pyrazino[1,2-b]pyridazine-3,5-dione